ClC=1C=CC(=C(C1)C1=NN(C=C1NC(=O)C=1C=NN2C1N=CC=C2)CC(=O)N2C(CCCC2)C)OC N-(3-(5-chloro-2-methoxyphenyl)-1-(2-(2-methylpiperidin-1-yl)-2-oxoethyl)-1H-pyrazol-4-yl)pyrazolo[1,5-a]pyrimidine-3-carboxamide